NC1=CC(=CC=C1)N(CCO)CCO 1-Amino-3-bis-(2-hydroxyethyl)aminobenzene